6-fluoro-1-methyl-4-phenyl-3-(prop-1-en-2-yl)isoquinoline 2-oxide FC=1C=C2C(=C([N+](=C(C2=CC1)C)[O-])C(=C)C)C1=CC=CC=C1